N1(CCNCCC1)N1CCNCCC1 1,4-diazepanyl-(1,4-diazepane)